3-(tert-butyl)-N-(2-fluoro-4-methyl-5-(8-morpholinoimidazo[1,2-a]pyridin-6-yl)phenyl)pyrrolidine-1-carboxamide C(C)(C)(C)C1CN(CC1)C(=O)NC1=C(C=C(C(=C1)C=1C=C(C=2N(C1)C=CN2)N2CCOCC2)C)F